(R)-phenylsuccinic acid C1(=CC=CC=C1)[C@H](C(=O)O)CC(=O)O